CC1=CC=C(C=C1)S(=O)(=O)NC1(C=CC(C=C1)=O)C 4-methyl-N-(1-methyl-4-oxocyclohexane-2,5-diene-1-yl)benzenesulfonamide